8-(diethoxymethyl)-6-ethoxy-4,11,11-trimethylbicyclo[7.2.0]undec-4-ene C(C)OC(C1CC(C=C(CCC2C(CC12)(C)C)C)OCC)OCC